C(CCCCCCCCC(=O)O)(=O)O decane-1,10-dioic acid